tetrasodium (6Z)-4-acetamido-5-oxo-6-[[7-sulfonato-4-(4-sulfonatophenyl)azo-1-naphthyl]hydrazono]naphthalene-1,7-disulfonate C(C)(=O)NC1=CC=C(C=2C=C(\C(\C(C12)=O)=N/NC1=CC=C(C2=CC=C(C=C12)S(=O)(=O)[O-])N=NC1=CC=C(C=C1)S(=O)(=O)[O-])S(=O)(=O)[O-])S(=O)(=O)[O-].[Na+].[Na+].[Na+].[Na+]